6-bromo-3,4-diethyl-2-hydroxy-1,2-benzoxaborole BrC1=CC2=C(C(B(O2)O)CC)C(=C1)CC